methyl 3-iodo-6-methyl-pyrazolo[1,5-a]pyridine-2-carboxylate IC=1C(=NN2C1C=CC(=C2)C)C(=O)OC